The molecule is a fumarate salt prepared from equimolar amounts of bedaquiline and fumaric acid. It is used in combination therapy for the treatment of pulmonary multi-drug resistant tuberculosis by inhibition of ATP synthase, an enzyme essential for the replication of the mycobacteria. It has a role as an antitubercular agent and an ATP synthase inhibitor. It contains a bedaquiline(2+). CN(C)CC[C@@](C1=CC=CC2=CC=CC=C21)([C@H](C3=CC=CC=C3)C4=C(N=C5C=CC(=CC5=C4)Br)OC)O.C(=C/C(=O)O)\\C(=O)O